6-(3-methylmorpholinyl)-1-(1H-pyrazol-5-yl)-1H-pyrazolo[3,4-b]pyridine CC1N(CCOC1)C1=CC=C2C(=N1)N(N=C2)C2=CC=NN2